C(CCCCCCCCCCC)C1=CC=C(C=C1)NC(CCCCCCCCC=C)=O N-(4-dodecylphenyl)undecylenamide